N[C@H](C(=O)NC=1SC(=CN1)C(CN1CCOCC1)N1C(CCC(C1)(F)F)=O)C1CCC(CC1)C (2S)-2-amino-N-(5-(1-(5,5-difluoro-2-oxopiperidin-1-yl)-2-morpholinoethyl)thiazol-2-yl)-2-((1r,4S)-4-methylcyclohexyl)acetamide